(R)-N-(2-amino-2-methylhexyl)isoxazole-3-carboxamide N[C@@](CNC(=O)C1=NOC=C1)(CCCC)C